CP(OCCOOC(C=C)=O)(OCCOOC(C=C)=O)=O di(acryloyldioxyethyl) methylphosphonate